5-Isopropylthiazolo[3',2':1,5]pyrrolo[2,3-d]pyridazin-8(7H)-one C(C)(C)C1=NNC(C2=C1N1C(=C2)SC=C1)=O